C(C)(C)(C)OC(=O)N[C@H](C(=O)OC)CC=1SC=C(N1)B1OC(C(O1)(C)C)(C)C methyl (S)-2-((tert-butoxycarbonyl)amino)-3-(4-(4,4,5,5-tetramethyl-1,3,2-dioxaborolan-2-yl)thiazol-2-yl)propanoate